4-(4-methylphenoxy)phenylhydrazine magnesium hydroxid [OH-].[Mg+2].CC1=CC=C(OC2=CC=C(C=C2)NN)C=C1.[OH-]